3-(2-(5,6,7,8-tetrahydro-1,8-naphthyridin-2-yl)ethyl)cyclobutan-1-one N1=C(C=CC=2CCCNC12)CCC1CC(C1)=O